tert-butyl (2-(1H-indol-3-yl)ethyl)(4-((E)-3-oxo-3-(2-((E)-propylidene)hydrazineyl)prop-1-en-1-yl)benzyl)carbamate N1C=C(C2=CC=CC=C12)CCN(C(OC(C)(C)C)=O)CC1=CC=C(C=C1)\C=C\C(N/N=C/CC)=O